OCC(CO)(CO)NC(OC(C)(C)C)=O tert-butyl (1,3-dihydroxy-2-(hydroxymethyl)propan-2-yl)carbamate